OC=1C=C(C=CC1N1CCN(CC1)C)/C=C/C(C)=O (E)-4-(3-hydroxy-4-(4-methylpiperazin-1-yl)phenyl)but-3-en-2-one